FC1=CC=C(C=C1)C1SCC(N1C1=C(C=C(C(=O)N(C)C)C=C1)C)=O 4-(2-(4-Fluorophenyl)-4-oxothiazolidin-3-yl)-N,N,3-trimethylbenzamide